(R)-7-(sec-butoxy)-N-(1-cyclopropyl-2-oxo-1,2-dihydropyridin-3-yl)-2-(1-(fluoromethyl)-2-oxabicyclo[2.1.1]hexan-4-yl)imidazo[1,2-a]pyridine-6-carboxamide [C@@H](C)(CC)OC1=CC=2N(C=C1C(=O)NC=1C(N(C=CC1)C1CC1)=O)C=C(N2)C21COC(C2)(C1)CF